4-((thieno[2,3-b]pyridin-4-ylamino)methyl)benzoic acid S1C=CC=2C1=NC=CC2NCC2=CC=C(C(=O)O)C=C2